[Li]C=C=C[Li] dilithioallene